Cl.O=C1NC(CCC1NC1=CC=C(C=C1)C1CCN(CC1)CC(=O)O)=O 2-[4-[4-[(2,6-dioxo-3-piperidinyl)amino]phenyl]-1-piperidinyl]acetic acid HCl salt